C(C)(C)N1N=CC=2C1=NC=C(C2)B2OC(C(O2)(C)C)(C)C 1-isopropyl-5-(4,4,5,5-tetramethyl-1,3,2-dioxaborolan-2-yl)-1H-pyrazolo[3,4-b]pyridine